4-phenyl-7-(6-(piperazin-1-yl)pyridin-3-yl)-3,4-dihydro-1H-benzo[4,5]imidazo[2,1-c][1,4]oxazine C1(=CC=CC=C1)C1N2C(COC1)=NC1=C2C=C(C=C1)C=1C=NC(=CC1)N1CCNCC1